mono-ammonium phosphate P(=O)([O-])(O)O.[NH4+]